N,N'-bis(4-butylheptyl)-N,N'-bis(phenyl)-benzidine C(CCC)C(CCCN(C1=CC=C(C=C1)C1=CC=C(N(C2=CC=CC=C2)CCCC(CCC)CCCC)C=C1)C1=CC=CC=C1)CCC